O=C1N(C(CN1CCC1=CC=CC=C1)=O)C1CC2(CC(C2)OC2=NC=CC=C2C(=O)N)C1 2-{[(αr)-6-[2,5-dioxo-3-(2-phenylethyl)imidazolidin-1-yl]spiro[3.3]heptan-2-yl]oxy}pyridine-3-carboxamide